Br[C@H]1[C@@H]2N(C([C@H]1CC2=C(F)F)=O)C(=O)OC(C)(C)C tert-Butyl (1R,4R,7R)-(+)-7-bromo-6-(difluoromethylene)-3-oxo-2-azabicyclo[2.2.1]-heptane-2-carboxylate